ClC1=CC=C(C(=N1)C=C)NC(C)C=1C=C(C=C2C(N(C=3N(C12)C=NC3C(=O)N(C)C)C)=O)C 9-(1-((6-chloro-2-vinylpyridin-3-yl)amino)ethyl)-N,N,4,7-tetramethyl-5-oxo-4,5-dihydroimidazo[1,5-a]quinazoline-3-carboxamide